(2-(2-benzyl-4-methylphenoxy)ethyl)piperazine C(C1=CC=CC=C1)C1=C(OCCN2CCNCC2)C=CC(=C1)C